NC1=NC=2C=C(C(=CC2C2=C1C(=NO2)C)C(=O)OC)F methyl 4-amino-7-fluoro-3-methylisoxazolo[4,5-c]quinoline-8-carboxylate